BrC1=CC2=C(C(OC2)=O)C(=C1)I 5-bromo-7-iodo-1,3-dihydro-2-benzofuran-1-one